Methyl 6-chloro-3-(((R)-1-(6-((S)-4-(4-(dimethylcarbamoyl)benzyl)-2-oxooxazolidin-3-yl)-4-methylpyridin-2-yl)ethyl)amino)picolinate ClC1=CC=C(C(=N1)C(=O)OC)N[C@H](C)C1=NC(=CC(=C1)C)N1C(OC[C@@H]1CC1=CC=C(C=C1)C(N(C)C)=O)=O